6-Chloro-N-ethoxy-4-((3-fluoro-4-methyl-2-(N-methylmethylsulfonamido)phenyl)amino)nicotinamide ClC1=NC=C(C(=O)NOCC)C(=C1)NC1=C(C(=C(C=C1)C)F)N(S(=O)(=O)C)C